methylenebis(dipropylthiocarbamate) C(N(C([O-])=SCCC)CCC)N(C([O-])=SCCC)CCC